1,2-Bisdiphenylphosphinoethan C1(=CC=CC=C1)P(CCP(C1=CC=CC=C1)C1=CC=CC=C1)C1=CC=CC=C1